N2-[6-[4-methyl-3-(trifluoro-methoxy)phenoxy]-3-pyridyl]pyridine-2,3-diamine CC1=C(C=C(OC2=CC=C(C=N2)NC2=NC=CC=C2N)C=C1)OC(F)(F)F